FC1=CC(=CC2=C1N=C(S2)OC2CCNCC2)C=2C=C(C=1N(C2)C=C(N1)C)C#N 6-{4-Fluoro-2-[(piperidin-4-yl)oxy]-1,3-benzothiazol-6-yl}-2-methylimidazo[1,2-a]pyridin-8-carbonitril